1-(4-Bromobutyl)-2-pyrrolidinone BrCCCCN1C(CCC1)=O